(3-(1-isopropyl-2-methyl-1H-imidazo[4,5-b]pyridin-6-yl)-1H-pyrrolo[2,3-b]pyridin-5-yl)(2-methyl-5,6-dihydroimidazo[1,2-a]pyrazin-7(8H)-yl)methanone C(C)(C)N1C(=NC2=NC=C(C=C21)C2=CNC1=NC=C(C=C12)C(=O)N1CC=2N(CC1)C=C(N2)C)C